2-(4-(2-(6-Methylpyridin-2-yl)-6,7-dihydro-5H-pyrrolo[1,2-a]imidazol-3-yl)pyridin-2-yl)-5-(methylsulfonyl)-1,4,5,6-tetrahydropyrrolo[3,4-d]imidazole CC1=CC=CC(=N1)C=1N=C2N(C1C1=CC(=NC=C1)C1=NC3=C(N1)CN(C3)S(=O)(=O)C)CCC2